3-(1-cyano-1-methyl-ethyl)-5-(trifluoromethyl)benzoic acid C(#N)C(C)(C)C=1C=C(C(=O)O)C=C(C1)C(F)(F)F